(2S)-5-bromo-N-(7-cyano-7-azabicyclo[2.2.1]heptan-2-yl)-2,3-dihydro-1H-indene-2-carboxamide BrC=1C=C2C[C@H](CC2=CC1)C(=O)NC1C2CCC(C1)N2C#N